5-(4-chloro-1H-1,2,3-triazol-1-yl)-2-{7-[(3S,4S)-3-fluoro-2,2,6,6-tetramethylpiperidin-4-yl]-7H-pyrrolo[2,3-c]pyridazin-3-yl}phenol ClC=1N=NN(C1)C=1C=CC(=C(C1)O)C1=CC2=C(N=N1)N(C=C2)[C@@H]2[C@@H](C(NC(C2)(C)C)(C)C)F